N1[C@@H](CCC1)CO (S)-pyrrolidin-2-ylmethanol